C(C(C)C)NCCC1=C(N=C(S1)N)C 5-(2-(isobutylamino)ethyl)-4-methylthiazol-2-amine